C1(=CC=CC=C1)S(=O)(=O)OF.[Ag+] silver(I) perfluoro benzenesulfonate